NCCCN1CCNCC1 aminopropyl-piperazine